2-((tert-butoxycarbonyl)amino)-2-methylhex-5-enoic acid C(C)(C)(C)OC(=O)NC(C(=O)O)(CCC=C)C